N-(4-((3-(ethoxymethyl)-3-phenethyl-pyrrolidin-1-yl)methyl)phenyl)pyrazin-2-amine C(C)OCC1(CN(CC1)CC1=CC=C(C=C1)NC1=NC=CN=C1)CCC1=CC=CC=C1